Cl.CC=1SC2=C(N1)CC1(CCNCC1)[C@@H]2N (6S)-2-methylspiro[4,6-dihydrocyclopenta[d]thiazole-5,4'-piperidine]-6-amine hydrochloride